CS(=O)(=O)OCC1COC(C1)(C)C (5,5-dimethyltetrahydrofuran-3-yl)methyl methanesulfonate